CC1=CC(=NN1)NC1=NC(=C2C=CC=NC2=C1)NC1C2CC(C(C1)C2)O 5-[[7-[(5-methyl-1H-pyrazol-3-yl)amino]-1,6-naphthyridin-5-yl]amino]norbornan-2-ol